2-Bromo-4-fluoro-6-(1-(hydroxymethyl)cyclopropyl)phenol BrC1=C(C(=CC(=C1)F)C1(CC1)CO)O